O1CCC(CC1)C=1OC2=C(C1)C=CC=C2 2-(tetrahydro-2H-pyran-4-yl)benzofuran